C(C)(C)(C)N1CCC/2(CC1)CC=1C(=NC(=CC1)OC)\C2=N/[S@](=O)C(C)(C)C tert-butyl-(7Z)-2-methoxy-7-{[(R)-2-methylpropane-2-sulfinyl]imino}-5,7-dihydrospiro[cyclopenta[b]pyridine-6,4'-piperidine]